methylene-bis(cyclohexylamine) C(NC1CCCCC1)NC1CCCCC1